CC1=CC=C2C(=N1)N=C(O2)N2CCN(CC2)C(=O)C2=CC=C(C=C2)C=2N=NN(C2)CC2COC2 [4-(5-methyl-[1,3]oxazolo[4,5-b]pyridin-2-yl)piperazin-1-yl]-[4-[1-(oxetan-3-ylmethyl)triazol-4-yl]phenyl]methanone